NC1CN(CC(C1)C)C1=C(C#N)C=C(C(=N1)NC1=CC=2C3=C(C(N(C2C=C1)C)=O)OCC([C@@H](N3)C3CC3)(F)F)Cl 2-(3-Amino-5-methylpiperidin-1-yl)-5-chloro-6-(((S)-2-cyclopropyl-3,3-difluoro-7-methyl-6-oxo-1,2,3,4,6,7-hexahydro-[1,4]oxazepino[2,3-c]quinolin-10-yl)amino)nicotinonitrile